2,5-divinylbenzenedicarboxaldehyde C(=C)C1(C(C=C(C=C1)C=C)C=O)C=O